CC1(NC2=CC(=CC=C2C(C1)=O)C(F)(F)F)C 2,2-dimethyl-7-(trifluoromethyl)-2,3-dihydroquinolin-4(1H)-one